2-[(4-methoxyphenyl)methoxy]-3-(4,4,5,5-tetramethyl-1,3,2-dioxaborolan-2-yl)benzaldehyde COC1=CC=C(C=C1)COC1=C(C=O)C=CC=C1B1OC(C(O1)(C)C)(C)C